C(C(O)CC(=O)[O-])(=O)OCCOC(C(=C)C)=O 2-(methacryloyloxy)ethyl malate